FC=1C=CC2=C(CCO2)C1CNC1=NC=C(C=2N1C=NN2)C2=CC1=C(S(C=C1)(=O)=O)C=C2C 5-(5-(((5-fluoro-2,3-dihydrobenzofuran-4-yl)methyl)amino)-[1,2,4]triazolo[4,3-c]pyrimidin-8-yl)-6-methylbenzo[b]thiophene-1,1-dioxide